(4-chloro-2-fluorophenyl)methane-d2-ol ClC1=CC(=C(C=C1)C(O)([2H])[2H])F